N1(CCNCC1)C1=CC=C(C=C1)NC(=O)C=1OC(=CC1)C(=O)NC1=CC=C(C=C1)N1CCNCC1 furan-2,5-dicarboxylic acid bis-[(4-piperazin-1-yl-phenyl)-amide]